(2-(1-(2-morpholinoethyl)-1H-pyrazol-4-yl)quinolin-4-yl)propane-1,3-diamine O1CCN(CC1)CCN1N=CC(=C1)C1=NC2=CC=CC=C2C(=C1)C(CCN)N